C(C)(C)N1C(=NC2=NC=C(C=C21)C=2C=CN1N=C(N=CC12)NC1CC(C1)(O)C)C 3-((5-(1-isopropyl-2-methyl-1H-imidazo[4,5-b]pyridin-6-yl)pyrrolo[2,1-f][1,2,4]triazin-2-yl)amino)-1-methylcyclobutane-1-ol